BrC=1C(=C2C(=NC1)NC(=N2)C2=C(N(C(=C2)C)C2=CC(=CC=C2)S(=O)(=O)N2CCOCC2)C)N[C@@H]2CN(CC2)S(=O)(=O)CC (S)-6-bromo-2-(2,5-dimethyl-1-(3-(morpholinesulfonyl)phenyl)-1H-pyrrol-3-yl)-N-(1-(ethylsulfonyl)pyrrolidin-3-yl)-3H-imidazo[4,5-b]pyridin-7-amine